methyl 3-(5-(((tert-butyldimethylsilyl)oxy)methyl)oxazol-2-yl)cyclopentane-1-carboxylate [Si](C)(C)(C(C)(C)C)OCC1=CN=C(O1)C1CC(CC1)C(=O)OC